[1,1'-biphenyl]-3-ylmethanol C1(=CC(=CC=C1)CO)C1=CC=CC=C1